(3-fluoro-4-(4-cyclohexylpiperazinyl)phenyl)-1H-1,2,4-triazole-3,5-diamine FC=1C=C(C=CC1N1CCN(CC1)C1CCCCC1)N1N=C(N=C1N)N